2-[di(tert-butyl)phosphino]-1,1'-biphenyl C(C)(C)(C)P(C1=C(C=CC=C1)C1=CC=CC=C1)C(C)(C)C